O[C@H]1C[C@@H](CCC1)NC=1N=NC(=CN1)C1=C(C=C(C=C1C)C(F)(F)F)O 2-(3-(((1r,3r)-3-hydroxycyclohexyl)amino)-1,2,4-triazin-6-yl)-3-methyl-5-(trifluoromethyl)phenol